2-aminospiro[6,7-dihydro-5H-benzothiophene-4,3'-pyrrolidine]-3-carbonitrile NC=1SC2=C(C1C#N)C1(CNCC1)CCC2